2,6-dimethyl-10-oxoundecanoic acid CC(C(=O)O)CCCC(CCCC(C)=O)C